(3s,4s)-1-(4-aminopyrimidin-2-yl)-3-fluoro-3-methylpiperidin-4-ol NC1=NC(=NC=C1)N1C[C@]([C@H](CC1)O)(C)F